O=C1CN(CCN1)CCNC(N)=O 3-(2-(3-oxopiperazin-1-yl)ethyl)urea